O=C1N[C@H]2[C@@H](N1)CS[C@H]2CCCC(=O)N2CCN(CC2)C(=O)C=2C=C(C=CC2)NS(=O)(=O)C=2C(=NOC2C)C N-[3-(4-(4-[(3aS,4S,6aR)-2-Oxo-hexahydro-1H-thieno[3,4-d]imidazol-4-yl]butanoyl)piperazine-1-carbonyl)phenyl]-3,5-dimethyl-1,2-oxazole-4-sulfonamide